O=C1CC(CN1C1=CC(=NC=C1)C(F)(F)F)CN1N=CC(=C1)C1=NC=2N3C(N(C(C2N1)=O)CCC)=NC=C3 2-[1-[[5-oxo-1-[2-(trifluoromethyl)-4-pyridyl]pyrrolidin-3-yl]methyl]pyrazol-4-yl]-5-propyl-3H-imidazo[2,1-b]purin-4-one